3-(3,4-difluorophenyl)-2,4-dimethylazetidine-3-carboxylic acid methyl ester COC(=O)C1(C(NC1C)C)C1=CC(=C(C=C1)F)F